1-(4-((1-oxoisoindolin-2-yl)methyl)phenyl)urea O=C1N(CC2=CC=CC=C12)CC1=CC=C(C=C1)NC(=O)N